2-(4,5-Dichloro-6-oxopyridazin-1(6H)-yl)-N-(4-ethyl-3-(N-(2-(pyridin-2-yl)ethyl)sulfamoyl)phenyl)acetamide ClC=1C=NN(C(C1Cl)=O)CC(=O)NC1=CC(=C(C=C1)CC)S(NCCC1=NC=CC=C1)(=O)=O